FC(C=1C=CC(=NC1)N1C[C@H](CC1)CN1C[C@@H](C([C@@H](C1)O)O)O)(F)F (3S,4R,5R)-1-(((R)-1-(5-(trifluoromethyl)pyridin-2-yl)pyrrolidin-3-yl)methyl)piperidine-3,4,5-triol